N-(2-(4-amino-4-oxobutyl)-6-(furan-3-yl)-2H-indazol-5-yl)-2-(6-fluoropyridin-3-yl)thiazole-4-carboxamide NC(CCCN1N=C2C=C(C(=CC2=C1)NC(=O)C=1N=C(SC1)C=1C=NC(=CC1)F)C1=COC=C1)=O